3-(4-(3-fluoro-5-formyl-4-hydroxyphenyl)-1H-pyrazol-1-yl)-N-isopropylbenzamide FC=1C=C(C=C(C1O)C=O)C=1C=NN(C1)C=1C=C(C(=O)NC(C)C)C=CC1